6-(4-((3-(1-hydroxyethyl)-5-(4-methyl-1-oxo-1,3-dihydroisobenzofuran-5-yl)piperazin-1-yl)methyl)-1H-pyrazol-1-yl)-4-methoxypyridine-3-carbonitrile OC(C)C1CN(CC(N1)C=1C(=C2COC(C2=CC1)=O)C)CC=1C=NN(C1)C1=CC(=C(C=N1)C#N)OC